C(CCCCCCCCCCC)N(CCNC(\C=C\C(=O)NCCN(CCCCCCCCCCCC)CCCCCCCCCCCC)=O)CCCCCCCCCCCC N1,N4-bis(2-(didodecylamino)ethyl)fumaramide